5-(difluoromethyl)-1-phenyl-1H-pyrazole-4-carboxylic acid FC(C1=C(C=NN1C1=CC=CC=C1)C(=O)O)F